ClC=1C=CC(=C(C(=O)NC2=CC(=CC=C2)C=2OC(=NN2)C=2OC=CC2)C1)OC 5-Chloro-N-(3-(5-(furan-2-yl)-1,3,4-oxadiazol-2-yl)phenyl)-2-methoxybenzamide